1,4-bis(3-Aminophenoxy)benzene NC=1C=C(OC2=CC=C(C=C2)OC2=CC(=CC=C2)N)C=CC1